C(C1=CC=CC=C1)OC(=O)NC(C(=O)O)CC=1SC(=CN1)C1=CC=C(C=C1)Br 2-(((benzyloxy)carbonyl)amino)-3-(5-(4-bromophenyl)thiazol-2-yl)propanoic acid